N-((5-amino-1,3,4-thiadiazol-2-yl)methyl)-1-((6-cyclopropylimidazo[1,2-a]pyridin-2-yl)methyl)-1H-1,2,3-triazole-4-carboxamide NC1=NN=C(S1)CNC(=O)C=1N=NN(C1)CC=1N=C2N(C=C(C=C2)C2CC2)C1